[Cl-].[Cl-].[Zr+2].CC1=C(C(C=2SC3=C(C21)C=CC=C3)[Si](C3C(=CC2=C(C=CC=C32)C3=CC=CC2=CC=CC=C32)C)(C)C)C (1,2-dimethyl-3H-benzo[d]cyclopenta[b]thiophen-3-yl)dimethyl-(2-methyl-4-(naphthalen-1-yl)-1H-inden-1-yl)silane zirconium dichloride